(S)-2-((6-(Benzo[d][1,3]dioxolan-5-ylmethoxy)-3',6'-dihydro-[2,4'-bipyridine]-1'(2'H)-yl)methyl)-1-(oxetan-2-ylmethyl)-1H-benzo[d]imidazole-6-carboxylic acid O1COC2=C1C=CC(=C2)COC2=CC=CC(=N2)C=2CCN(CC2)CC2=NC1=C(N2C[C@H]2OCC2)C=C(C=C1)C(=O)O